OC(=O)C(F)(F)F.[C@H]12CNC[C@@H]2C1C(=O)C=1SC=C(C1)OC (1R,5S,6r)-3-azabicyclo[3.1.0]hex-6-yl(4-methoxy-2-thienyl)methanone TFA salt